(E)-3-(4-ethylphenyl)-1-(9H-pyrido[3,4-b]indol-1-yl)prop-2-en-1-one Tetrahydrofuran-2-ylmethyl-{[5-(4-bromo-2-fluorophenyl)-1-(4-chloro-2-fluorophenyl)-1H-1,2,4-triazol-3-yl]oxy}acetat O1C(CCC1)COC(COC1=NN(C(=N1)C1=C(C=C(C=C1)Br)F)C1=C(C=C(C=C1)Cl)F)=O.C(C)C1=CC=C(C=C1)/C=C/C(=O)C1=NC=CC2=C1NC1=CC=CC=C21